C(C)(C)(C)[S@](=O)N[C@H](C)C1=CC=C2C(=N1)N(C(=C2)C=2N=C1N(C(=CC(=C1)C(=O)OCC)OC)C2C)COCC[Si](C)(C)C ethyl 2-(6-((R)-1-(((S)-tert-butylsulfinyl)amino)ethyl)-1-((2-(trimethylsilyl)ethoxy)methyl)-1H-pyrrolo[2,3-b]pyridin-2-yl)-5-methoxy-3-methylimidazo[1,2-a]pyridine-7-carboxylate